1-(9H-fluoren-9-ylmethoxycarbonylamino)cyclopent-3-ene-1-carboxylic acid C1=CC=CC=2C3=CC=CC=C3C(C12)COC(=O)NC1(CC=CC1)C(=O)O